COC=1C(=C(C=CC1)NC(C(C)(C)C)=O)C([2H])([2H])[2H] N-[3-methoxy-2-(trideuteriomethyl)phenyl]-2,2-dimethylpropanamide